NC1=NC=2C=CC(=CC2C2=C1[C@H](OC2)C)C(=O)N(CC2=NC=C(C=C2)C(F)(F)F)[C@@H]2[C@H](C2)OCC (3R)-4-amino-N-((1S,2S)-2-ethoxycyclopropyl)-3-methyl-N-((5-(trifluoromethyl)-2-pyridinyl)methyl)-1,3-dihydrofuro[3,4-c]quinoline-8-carboxamide